C(C)(C)N1C(=CC(C(=C1)C(=O)OCC)=O)C(=O)OCC diethyl 1-isopropyl-4-oxo-1,4-dihydropyridine-2,5-dicarboxylate